1,4-bis(1H-1,2,4-triazol-1-yl)benzene N1(N=CN=C1)C1=CC=C(C=C1)N1N=CN=C1